(1-(3-amino-6-(2-hydroxyphenyl)pyridazin-4-yl)-4-phenylpiperidin-4-yl)(1-oxa-4,9-diazaspiro[5.5]undecan-9-yl)methanone, hydrochloride salt Cl.NC=1N=NC(=CC1N1CCC(CC1)(C1=CC=CC=C1)C(=O)N1CCC2(CNCCO2)CC1)C1=C(C=CC=C1)O